2-(2-((3R,4R)-3-amino-4-fluoropiperidin-1-yl)-6-fluoro-1H-benzo[d]imidazol-1-yl)-N-((R)-tetrahydrofuran-3-yl)acetamide N[C@@H]1CN(CC[C@H]1F)C1=NC2=C(N1CC(=O)N[C@H]1COCC1)C=C(C=C2)F